Thiophene-3-boronic acid S1C=C(C=C1)B(O)O